N1C=NC(=C1)CCNC(CCN)=O N-(2-(1H-imidazol-4-yl)ethyl)-3-aminopropanamide